BrC=1C=C2CC(C(C2=CC1F)NC(O[C@@H]1CN2CCC1CC2)=O)(C)C (S)-quinuclidin-3-yl (5-bromo-6-fluoro-2,2-dimethyl-2,3-dihydro-1H-inden-1-yl)carbamate